ClC=1C(=NC(=NC1)N1CC(C1)(C)C)NC1=CC=2C3=C(C(N(C2C=C1)C)=O)OCC([C@@H](N3)C3CC3)(F)F (S)-10-((5-Chloro-2-(3,3-dimethylazetidin-1-yl)pyrimidin-4-yl)amino)-2-cyclopropyl-3,3-difluoro-7-methyl-1,2,3,4-tetrahydro-[1,4]oxazepino[2,3-c]chinolin-6(7H)-on